C(C1=CC=CC=C1)OC(NC1=CC=C(C=C1)O)=O benzyl-N-(4-hydroxyphenyl)-carbamate